3-(3-chloro-2-methoxyanilino)-2-(3-{[(2R)-oxetan-2-yl]methoxy}pyridin-4-yl)-1,5,6,7-tetrahydro-4H-pyrrolo[3,2-c]pyridin-4-one ClC=1C(=C(NC2=C(NC3=C2C(NCC3)=O)C3=C(C=NC=C3)OC[C@@H]3OCC3)C=CC1)OC